3-[(oxan-2-yl)oxy]naphthalen-1-ol O1C(CCCC1)OC=1C=C(C2=CC=CC=C2C1)O